OC1=C(C(=O)N2C=C3C=CC(=CC3=C2)CN2CCN(CC2)CCCCCNC(CC)=O)C=C(C(=C1)O)C(C)C N-(5-(4-((2-(2,4-dihydroxy-5-isopropylbenzoyl)isoindol-5-yl)methyl)piperazin-1-yl)pentyl)propionamide